(E) and (Z)-3-hexenol formate C(=O)OCCC=CCC